(4-methoxy-phenyl)benzenesulfonamide COC1=CC=C(C=C1)C1=C(C=CC=C1)S(=O)(=O)N